C(C1=CC=CC=C1)NC(CCOCCOCCOCCOCCOCCNCC=1C=NC(=CC1)OCC=1C(=C(C=CC1)C1=CC=CC=C1)C)=O N-benzyl-1-(6-((2-methyl-[1,1'-biphenyl]-3-yl)methoxy)pyridine-3-yl)-5,8,11,14,17-pentaoxa-2-azaicosan-20-amide